1-METHYLCYCLOBUTANECARBOXYLIC ACID CC1(CCC1)C(=O)O